O=C1N(C=CC2=CC(=CC=C12)C=1C(=NNC1)C(F)(F)F)CC=1C=C(C(=O)NC2CCNCC2)C=CC1 3-((1-oxo-6-(3-(trifluoromethyl)-1H-pyrazol-4-yl)isoquinolin-2(1H)-yl)methyl)-N-(piperidin-4-yl)benzamide